2-({3-[(2-Hydroxyethyl)amino]-2-methoxy-5-methyl-phenyl}amino)ethanol OCCNC=1C(=C(C=C(C1)C)NCCO)OC